methyl 5-bromo-3-chloro-6-hydroxy-pyridine-2-carboxylate BrC=1C=C(C(=NC1O)C(=O)OC)Cl